2-methyl-4-({4-[({4-[methyl(methylsulfonyl)amino]pyridin-2-yl}methyl)amino]-5-(trifluoromethyl)pyrimidin-2-yl}amino)benzamide CC1=C(C(=O)N)C=CC(=C1)NC1=NC=C(C(=N1)NCC1=NC=CC(=C1)N(S(=O)(=O)C)C)C(F)(F)F